isopropoxybis(2,6-di-t-butylphenoxy)aluminum C(C)(C)O[Al](OC1=C(C=CC=C1C(C)(C)C)C(C)(C)C)OC1=C(C=CC=C1C(C)(C)C)C(C)(C)C